4-pyridoxate CC1=NC=C(C(=C1O)C(=O)O)CO